N1N=CC2=CC=C(C=C12)CN(C1=CC(=NC=C1)CN(C)C)CC1=CC(=CC=C1)OC N-((1H-indazol-6-yl)methyl)-2-((dimethylamino)methyl)-N-(3-methoxybenzyl)pyridin-4-amine